BrC=1C=C(C=CC1Cl)[C@@H]1O[C@@H]([C@H]([C@@H]([C@H]1O)O)O)C (2S,3R,4S,5S,6R)-2-(3-bromo-4-chlorophenyl)-6-methyltetrahydro-2H-pyran-3,4,5-triol